[Si](C)(C)(C(C)(C)C)OCC(=O)N=[S@@](=O)(C)C=1C=C(C=CC1)NC(=O)C1=C(N=NC(=C1C)C(F)(F)F)N1CCC(CCC1)(F)F (R)-N-(3-(N-(2-((tert-butyldimethylsilyl)oxy)acetyl)-S-methylsulfonimidoyl)phenyl)-3-(4,4-difluoroazepan-1-yl)-5-methyl-6-(trifluoromethyl)pyridazine-4-carboxamide